8-chloro-N-(2-ethoxy-4-(1-methyl-1H-pyrazol-4-yl)phenyl)pyrido[3,4-d]pyrimidin-2-amine ClC1=NC=CC2=C1N=C(N=C2)NC2=C(C=C(C=C2)C=2C=NN(C2)C)OCC